tert-butyl N-[(11E,14S)-10-methyl-9-oxo-5,8,16-triazatricyclo[13.3.1.02,7]nonadeca-1(19),2(7),3,5,11,15,17-heptaen-14-yl]carbamate CC\1C(NC=2C=NC=CC2C=2C=CN=C([C@H](C/C=C1)NC(OC(C)(C)C)=O)C2)=O